N-((4-(1,2-dihydroxyethyl)-7-(4-(trifluoromethoxy)phenyl)-2,3-dihydrobenzofuran-5-yl)methyl)-N-methylacrylamide OC(CO)C1=C(C=C(C2=C1CCO2)C2=CC=C(C=C2)OC(F)(F)F)CN(C(C=C)=O)C